C(CCCCCCCC)(=O)N1[C@@H](CCC1)C(=O)O N-pelargonoyl-proline